3-iodane C1C[I-]CC=C1